tert-butyl 2-(5-fluoro-2-(4-(2-oxopiperidin-1-yl)-3-(1-(2,2,2-trifluoroethyl)-1H-indazole-3-carboxamido)benzamido) phenyl)acetate FC=1C=CC(=C(C1)CC(=O)OC(C)(C)C)NC(C1=CC(=C(C=C1)N1C(CCCC1)=O)NC(=O)C1=NN(C2=CC=CC=C12)CC(F)(F)F)=O